CN(CCN(C(C1=C(C(=C(C=C1CCCCC)O)CC=C(CCC=C(C)C)C)O)=O)C)C N-(2-(dimethylamino)ethyl)-3-(3,7-dimethylocta-2,6-dien-1-yl)-2,4-dihydroxy-N-methyl-6-pentylbenzamide